tetra-amyl-ammonium chloride [Cl-].C(CCCC)[N+](CCCCC)(CCCCC)CCCCC